(S)-4-(3-fluorobenzyl)-N-(7-(4-hydroxy-4-methylpiperidine-1-carbonyl)-5-methyl-4-oxo-2,3,4,5-tetrahydrobenzo[b][1,4]oxazepin-3-yl)-1H-pyrazole-1-carboxamide FC=1C=C(CC=2C=NN(C2)C(=O)N[C@@H]2C(N(C3=C(OC2)C=CC(=C3)C(=O)N3CCC(CC3)(C)O)C)=O)C=CC1